6-(1-(2,2-difluoroethyl)-4-(3-(trifluoro-methyl)phenyl)-1H-imidazol-5-yl)imidazo[1,2-b]pyridazine-3-carbonitrile FC(CN1C=NC(=C1C=1C=CC=2N(N1)C(=CN2)C#N)C2=CC(=CC=C2)C(F)(F)F)F